methyl-((R)-2-((tert-butoxycarbonyl)amino)-3-cyclohexylpropionyl)-L-proline C[C@@]1(N(CCC1)C([C@@H](CC1CCCCC1)NC(=O)OC(C)(C)C)=O)C(=O)O